BrC1=CC(=C(C(=O)NCC)C(=C1)NCC1=CC=C(C=C1)OC)Cl 4-bromo-2-chloro-N-ethyl-6-((4-methoxybenzyl)amino)benzamide